BrC1=C(C=C(C(=C1)F)OC)C(C)O 1-(2-bromo-4-fluoro-5-methoxyphenyl)ethane-1-ol